benzylidene(1,3-dimethylimidazolidin-2-ylidene)(tricyclohexylphosphine) ruthenium dichloride [Ru](Cl)Cl.C(C1=CC=CC=C1)=C1C(C(CCC1)P(C1CCCCC1)C1CCCCC1)=C1N(CCN1C)C